N-[3-(3,5-dimethylisoxazol-4-yl)-4-(2-pyrrolidin-1-ylethoxy)phenyl]-1-fluoro-cyclopropanecarboxamide CC1=NOC(=C1C=1C=C(C=CC1OCCN1CCCC1)NC(=O)C1(CC1)F)C